CC(C(C)O)CCCCC 3-methyl-2-octanol